4-[2-(trifluoromethyl)phenoxy]piperidine-1-carboxylic acid FC(C1=C(OC2CCN(CC2)C(=O)O)C=CC=C1)(F)F